(1S,2S)-N-(2-(2,4-dimethoxy-6-methylpyridin-3-yl)-1-methyl-1H-pyrrolo[2,3-c]pyridin-5-yl)-2-fluorocyclopropane-1-carboxamide COC1=NC(=CC(=C1C1=CC=2C(=CN=C(C2)NC(=O)[C@H]2[C@H](C2)F)N1C)OC)C